CS(=O)(=O)C1=CC=C(C=C1)C1=CC=C2C(=N1)SC(=N2)OC(C)C2CCN(CC2)C2=NC=C(C=N2)CCC 5-(4-(methylsulfonyl)phenyl)-2-(1-(1-(5-propylpyrimidin-2-yl)piperidin-4-yl)ethoxy)thiazolo[5,4-b]pyridin